C(#N)C=1C=C(C=CC1)CC(C=1SC2=C(N1)C=CC=C2N2CCN(CC2)C)NS(=O)(=O)C2=CC=CC=C2 N-[2-(3-cyanophenyl)-1-[7-(4-methylpiperazin-1-yl)-1,3-benzothiazol-2-yl]ethyl]benzenesulfonamide